[Cl-].C1(=CC=CC=C1)P(C1=CC=CC=C1)(C1=CC=CC=C1)=[NH2+] triphenylphosphoranylidene(ammonium) chloride salt